N-((2S,3R)-3-hydroxy-1-(((R)-3-methyl-1-((1S,7S)-11-methyl-2,6-dioxo-3,5-dioxa-9-thia-11-aza-4-borabicyclo[5.3.1]undecan-4-yl)butyl)amino)-1-oxobutan-2-yl)-6-phenylpicolinamide O[C@@H]([C@@H](C(=O)N[C@@H](CC(C)C)B1OC([C@H]2CSC[C@H](C(O1)=O)N2C)=O)NC(C2=NC(=CC=C2)C2=CC=CC=C2)=O)C